(1,2,3,4-tetrahydroisoquinolin-7-yl)acetamide C1NCCC2=CC=C(C=C12)CC(=O)N